FC=1C=C(C=C(C1)F)C(C=1C=CC(=C(C#N)C1)F)O 5-[(3,5-difluorophenyl)(hydroxy)methyl]-2-fluorobenzonitrile